FC(C1=CC=CC(=N1)C[NH-])(F)F 6-(trifluoromethyl)pyridylmethyl-amide